1,3,5-trimethyl-1H-pyrazole-4-carbaldehyde CN1N=C(C(=C1C)C=O)C